ClC1=CC=C(CN2CCC3(CN(C([C@H](O3)C)=O)CC)CC2)C=C1 (R)-9-(4-Chlorobenzyl)-4-ethyl-2-methyl-1-oxa-4,9-diazaspiro[5.5]undecan-3-on